N1,N4-bis((3S,5S)-1-((S)-3,3-dimethyl-2-((S)-2-(methylamino)propanamido)butanoyl)-5-((R)-1,2,3,4-tetrahydronaphthalen-1-ylcarbamoyl)pyrrolidin-3-yl)terephthalamide CC([C@@H](C(=O)N1C[C@H](C[C@H]1C(N[C@@H]1CCCC2=CC=CC=C12)=O)NC(C1=CC=C(C(=O)N[C@@H]2CN([C@@H](C2)C(N[C@@H]2CCCC3=CC=CC=C23)=O)C([C@H](C(C)(C)C)NC([C@H](C)NC)=O)=O)C=C1)=O)NC([C@H](C)NC)=O)(C)C